BrCCOC1=C(C=CC(=C1F)F)[C@H]1[C@@H](O[C@]([C@H]1C)(C(F)(F)F)C)C(=O)NC1=CC(=NC=C1C)C(=O)OC methyl 4-((2r,3s,4s,5r)-3-(2-(2-bromoethoxy)-3,4-difluorophenyl)-4,5-dimethyl-5-(trifluoromethyl) tetrahydrofuran-2-carboxamido)-5-methylpyridinecarboxylate